CC1=C(C(=O)NC(C(F)(F)F)C2=CC=CC3=CC=CC=C23)C=C(C=C1)[N+](=O)[O-] 2-methyl-5-nitro-N-(2,2,2-trifluoro-1-(naphthalen-1-yl)ethyl)benzamide